2-(2-(4-(7-fluoro-1-methyl-2,3-dioxo-2,3-dihydropyrido[2,3-b]pyrazine-4(1H)-yl)piperidin-1-yl)pyrimidin-5-yl)acetonitrile FC1=CC2=C(N(C(C(N2C)=O)=O)C2CCN(CC2)C2=NC=C(C=N2)CC#N)N=C1